2-Ethylbutyl (2S)-2-aminopropanoate hydrochloride Cl.N[C@H](C(=O)OCC(CC)CC)C